6-[(S)-1-cyclopropylethyl]-19-amino-10,13-dioxa-6,16,20,21,24-pentaazapentacyclo[16.5.2.12,9.04,8.021,25]hexacosan C1(CC1)[C@H](C)N1CC2CC3C4CCN5NC(C(CNCCOCCOC(C2C1)C3)C5N4)N